5-chloro-3-fluoro-2-[[5-(trifluoromethyl)-2-[4-(trifluoromethyl)phenyl]pyrazol-3-yl]methyl]pyridine ClC=1C=C(C(=NC1)CC=1N(N=C(C1)C(F)(F)F)C1=CC=C(C=C1)C(F)(F)F)F